OC(C[Na])O Di-hydroxyethyl-sodium